ClC1=CC(=C(C=C1)C=1OC=NN1)I 2-(4-chloro-2-iodophenyl)-1,3,4-oxadiazole